C(C(C)C)(=O)O[C@@H](C(N1CC2(CC2)C[C@H]1C(N[C@@H](C[C@H]1C(NCC1)=O)C(COC(F)(F)F)=O)=O)=O)CC(C)C (R)-4-methyl-1-oxo-1-((S)-6-(((S)-3-oxo-1-((S)-2-oxopyrrolidin-3-yl)-4-(trifluoromethoxy)butan-2-yl)carbamoyl)-5-azaspiro[2.4]heptan-5-yl)pentan-2-yl isobutyrate